COC(C(F)(F)F)C(F)(F)F Methyl hexafluoroisopropyl ether